platinum (II) [(diphenylphenanthrolinediyl)bis(phenol)] C1(=CC=CC=C1)C1=C2C(=C(C(=NC2=C2N=CC=CC2=C1)C1=C(C=CC=C1)O)C1=C(C=CC=C1)O)C1=CC=CC=C1.[Pt+2]